C(#C)C1=C2C(=CC(=CC2=CC=C1F)O)C1=C(C=2N=C(N=C(C2C=N1)N1CCNCC1)OC[C@]12[C@H](N(CCC1)C)CCC2)F 5-Ethynyl-6-fluoro-4-(8-fluoro-2-(((4as,7ar)-1-methyl-octahydro-4aH-cyclopenta[b]pyridin-4a-yl)methoxy)-4-(piperazin-1-yl)pyrido[4,3-d]pyrimidin-7-yl)naphthalene-2-ol